3-[(2-methylpropan-2-yl)oxycarbonyl]-2,2-dioxooxathiazolidine-4-carboxylic acid CC(C)(C)OC(=O)N1S(OCC1C(=O)O)(=O)=O